1-(3-fluoro-5-(3-morpholinylquinoxaline-6-carbonyl)phenyl)-3-(3-(trifluoromethyl)phenyl)urea FC=1C=C(C=C(C1)C(=O)C=1C=C2N=C(C=NC2=CC1)N1CCOCC1)NC(=O)NC1=CC(=CC=C1)C(F)(F)F